[2-(oxan-2-yloxy)ethyl]azanium iodide [I-].O1C(CCCC1)OCC[NH3+]